C(CCCCCCCCC)C1CCC(CC1)NC(=O)C1=CC(=CC(=C1)C(=O)NC1CCC(CC1)CCCCCCCCCC)C(=O)NC1CCC(CC1)CCCCCCCCCC 1,3,5-benzenetricarboxylic acid tris(4-n-decylcyclohexylamide)